C(C)(C)(C)OC(N[C@H](C(=O)NC1=C(C=CC=C1)C=O)[C@H](CC)C)=O ((2S,3S)-1-((2-formylphenyl)amino)-3-methyl-1-oxopent-2-yl)carbamic acid tert-butyl ester